2-methyl-N-(1H-pyrazolo[3,4-d]pyrimidin-6-yl)-3,4-dihydro-1H-isoquinolin-7-amine CN1CC2=CC(=CC=C2CC1)NC1=NC=C2C(=N1)NN=C2